6-(6-methoxy-5-{[2-(phenylsulfamoyl)ethyl]carbamoyl}pyridin-3-yl)-N-methyl-1H-indazole-3-carboxamide COC1=C(C=C(C=N1)C1=CC=C2C(=NNC2=C1)C(=O)NC)C(NCCS(NC1=CC=CC=C1)(=O)=O)=O